ClC=1C(=NC(=NC1)NC1=CC(=NC=C1)OC)C1=CC=C2CN(C(C2=C1)=O)[C@@H](C(=O)N[C@H](CO)C1=NC(=CC=C1)N(C)C)C (2R)-2-(6-{5-chloro-2-[(2-methoxypyridin-4-yl)amino]pyrimidin-4-yl}-1-oxo-2,3-dihydro-1H-isoindol-2-yl)-N-[(1S)-1-[6-(dimethylamino)pyridin-2-yl]-2-hydroxyethyl]propanamide